N[C@@H](CS)C(=O)C([C@H](N)C(=O)O)C(=O)O 3-cysteinyl-aspartic acid